ClC1=C(C=CC(=C1)CNCC(F)F)N1C=NC(=C1)C1=NC(=NC=C1C(F)(F)F)NC1CCN(CC1)S(=O)(=O)C 4-(1-(2-Chloro-4-(((2,2-difluoroethyl)amino)methyl)phenyl)-1H-imidazol-4-yl)-N-(1-(methylsulfonyl)piperidin-4-yl)-5-(trifluoromethyl)pyrimidin-2-amine